acetic acid [(2r,3r,4r,5r)-4-acetoxy-2-[2-(dimethylamino)-2-oxo-ethyl]-5-[2-(2-methylpropanoyl-amino)-6-oxo-1H-purin-9-yl] tetrahydrofuran-3-yl] ester C(C)(=O)O[C@@H]1[C@@H]([C@H](O[C@H]1N1C=2N=C(NC(C2N=C1)=O)NC(C(C)C)=O)CC(=O)N(C)C)OC(C)=O